ClC1=C(C=CC(=C1)F)C=1C(=NN(C1N)C)C 4-(2-chloro-4-fluorophenyl)-1,3-dimethyl-1H-pyrazol-5-amine